N-(2-methoxy-5-(1-methyl-1H-pyrazol-4-yl)-4-morpholinophenyl)-4-(3-phenylisoxazolidine-2-yl)-5-(trifluoromethyl)pyrimidin-2-amine COC1=C(C=C(C(=C1)N1CCOCC1)C=1C=NN(C1)C)NC1=NC=C(C(=N1)N1OCCC1C1=CC=CC=C1)C(F)(F)F